O=C1N(C(C2=C(C=CC=C12)NCCNC(OC(C)(C)C)=O)=O)C1C(NCCC1)=O 1-Tert-butyl N-[2-[[1,3-dioxo-2-(2-oxo-3-piperidyl)isoindolin-4-yl]amino]ethyl]carbamate